N1=CC(=C2COCCN21)C=O 6,7-dihydro-4H-pyrazolo[5,1-c][1,4]oxazine-3-carbaldehyde